N1=CC=CC=2CCCC(C12)=NNC(=S)N1CCCN(CCC1)C1=NC=CC=C1 N'-(6,7-dihydroquinolin-8(5H)-ylidene)-5-(pyridin-2-yl)-1,5-diazacyclooctane-1-thiohydrazide